CC=1N=C2N(N=C(C=C2C23CC(C2)(C3)C(F)(F)F)[C@H]3C[C@@H](OCC3)C=3C=NN(C3)C3COC3)C(C1C)=O |r| 2,3-dimethyl-7-[rac-(2R,4R)-2-[1-(oxetan-3-yl)pyrazol-4-yl]tetrahydropyran-4-yl]-9-[3-(trifluoromethyl)-1-bicyclo[1.1.1]pentanyl]pyrimido[1,2-b]pyridazin-4-one